FC1=C(C(=CC=C1C(=O)C1=CNC2=NC=C(C=C21)C=2C=NC(=NC2)N2CCNCC2)F)NS(=O)(=O)CCC N-(2,6-difluoro-3-(5-(2-(piperazin-1-yl)pyrimidin-5-yl)-1H-pyrrolo-[2,3-b]pyridine-3-carbonyl)phenyl)-propane-1-sulfonamide